3-[3-(4-amino-7-{[2-(trimethylsilyl)ethoxy]methyl}-7H-pyrrolo[2,3-d]pyrimidin-6-yl)-6-chloropyridin-2-yl]propan-1-ol NC=1C2=C(N=CN1)N(C(=C2)C=2C(=NC(=CC2)Cl)CCCO)COCC[Si](C)(C)C